FC1=CC=C(C=C1)C1=CN(C2=CC=CC=C12)C1=C(C=CC2=CC=CC=C12)O 1-(3-(4-Fluorophenyl)-1H-indol-1-yl)naphthalen-2-ol